N-(1-((2-oxo-2,3-dihydro-1H-benzo[d]imidazol-5-yl)methyl)indolin-5-yl)acetamide O=C1NC2=C(N1)C=CC(=C2)CN2CCC1=CC(=CC=C21)NC(C)=O